C(C)(C)(C)OC(CC1CC(CC1)C(=O)OC)=O methyl 3-(2-(tert-butoxy)-2-oxoethyl)cyclopentane-1-carboxylate